O.C(C1=CC(O)=C(O)C(O)=C1)(=O)O Gallic acid monohydrate